3-((3R,4R)-3-((7-((1S,4S)-2,5-diazabicyclo[2.2.1]heptane-2-carbonyl)-7H-pyrrolo[2,3-d]pyrimidin-4-yl)(methyl)amino)-4-methylpiperidin-1-yl)-3-oxopropionitrile hydrochloride Cl.[C@@H]12N(C[C@@H](NC1)C2)C(=O)N2C=CC1=C2N=CN=C1N([C@H]1CN(CC[C@H]1C)C(CC#N)=O)C